O1C(=C(C=C1)N)N Furanbisamin